ClC(=O)OCC chloro(ethoxy)methanone